2-((2-fluoro-4-(trifluoromethyl)phenyl)carbamoyl)-4-hydroxy-6-(4-(methylamino)phenyl)cyclohexane-1-carboxylic acid FC1=C(C=CC(=C1)C(F)(F)F)NC(=O)C1C(C(CC(C1)O)C1=CC=C(C=C1)NC)C(=O)O